4-(tert-Butoxymethyl)-1,3-dioxolan C(C)(C)(C)OCC1OCOC1